OCCN1CCCCC1 N-(2-hydroxyethyl)-piperidine